C(C)N(CCNC(=O)C1=C(NC(=C1C)\C=C\1/C(NC2=CC=C(C=C12)CCN(C)C)=O)C)CC (Z)-N-(2-(Diethylamino)ethyl)-5-((5-(2-(dimethylamino)ethyl)-2-oxoindolin-3-ylidene)methyl)-2,4-dimethyl-1H-pyrrole-3-carboxamide